phenyl-1-naphthylamine C1(=CC=CC=C1)NC1=CC=CC2=CC=CC=C12